N-(4-(N'-(1,2,3,5,6,7-hexa-hydro-s-indacen-4-ylcarbamoyl)sulfamimidoyl)-benzyl)-N-methylacetamide C1CCC2=C(C=3CCCC3C=C12)NC(=O)N=S(N)(=O)C1=CC=C(CN(C(C)=O)C)C=C1